BrC1=CC(=C(C=C1)C1=NC2=C(C=[N+](C(=C2)C(F)(F)F)[O-])N1C)S(=O)(=O)CC 2-(4-bromo-2-ethylsulfonyl-phenyl)-3-methyl-5-oxido-6-(trifluoromethyl)imidazo[4,5-c]pyridin-5-ium